((R)-1,2,3,4-tetrahydronaphthalen-1-yl)-4,5'-bipyrimidin-6-amine [C@H]1(CCCC2=CC=CC=C12)C1=NC(=CC(=N1)C=1C=NC=NC1)N